CC(C(=O)C1=C(C=CC=C1)SC)(C)N1CCOCC1 2-methyl-1-[(methylthio)phenyl]-2-morpholinopropan-1-one